[Cl-].ClC=1C(=NC=C(C1)Cl)C(C(OC([C@H](C)[NH3+])=O)C)C.[Ar] argon [(1S)-2-[2-(3,5-dichloro-2-pyridyl)-1-methyl-propoxy]-1-methyl-2-oxo-ethyl]ammonium chloride